C(C)C1(CCC=2C1=NC(=CC2)NC2=NC(=NC=C2C#N)NC=2C=C1CCN(C(C1=CC2)(C)C)C)O 4-[(7-ethyl-7-hydroxy-5,6-dihydrocyclopenta[b]pyridin-2-yl)amino]-2-[(1,1,2-trimethyl-3,4-dihydroisoquinolin-6-yl)amino]pyrimidine-5-carbonitrile